1-(5-methyl-1,3,4-oxadiazol-2-yl)-4-(tetrahydro-2H-pyran-4-yl)butan-2-imine CC1=NN=C(O1)CC(CCC1CCOCC1)=N